BrC1=CC=C(C=C1)N1N=C(C(=C1)[C@@H]1O[C@H](C(N1CCC1=CC2=C(NC(N2)=O)C=C1)=O)C)C1=NC=C(C=C1)Cl (2S,5S)-2-(1-(4-bromophenyl)-3-(5-chloropyridin-2-yl)-1H-pyrazol-4-yl)-5-methyl-3-(2-(2-oxo-2,3-dihydro-1H-benzo[d]imidazol-5-yl)ethyl)oxazolidin-4-one